CSC1=CC=C(CBr)C=C1 4-methylthio-α-bromotoluene